COC(=O)C1=CC2=C(N(C(=N2)C2=CC=NC3=CC=CC=C23)C2=CC3=C(NC(N3)=O)C=C2)C=C1 2'-oxo-2-(quinolin-4-yl)-2',3'-dihydro-1'H-[1,5'-bi-benzo[d]imidazole]-5-carboxylic acid methyl ester